FC(C1=CC=C(S1)C1=NNC(=C1)NC1=CC=C(C=C1)OCCCN1CCOCC1)(F)F 3-(5-Trifluoromethylthiophen-2-yl)-N-(4-(3-morpholinylpropoxy)phenyl)-1H-pyrazol-5-amine